N1N=CC(=C1)CCNC1=NC(=NC(=C1C)C)C(=O)NC(C)C1=NC=CC=C1F 4-((2-(1H-pyrazol-4-yl)ethyl)amino)-N-(1-(3-fluoropyridin-2-yl)ethyl)-5,6-dimethylpyrimidine-2-carboxamide